tert-Butyl 3-(2-fluorobenzoyl)-4-oxopiperidine-1-carboxylate FC1=C(C(=O)C2CN(CCC2=O)C(=O)OC(C)(C)C)C=CC=C1